2-Amino-1-(2,6-dimethyl-3-(1H-pyrazol-4-yl)phenyl)-5,6-dimethyl-1H-pyrrolo[2,3-b]pyridine-3-carboxamide NC1=C(C=2C(=NC(=C(C2)C)C)N1C1=C(C(=CC=C1C)C=1C=NNC1)C)C(=O)N